4,4,5,5-tetramethyl-2-(2-nitrophenyl)-1,3,2-dioxaborolane CC1(OB(OC1(C)C)C1=C(C=CC=C1)[N+](=O)[O-])C